(2-(isopropylamino)-3-methylpyridin-4-yl)methanol C(C)(C)NC1=NC=CC(=C1C)CO